7-methyl-3'-O-methyl-guanosine C[N+]1=CN([C@H]2[C@H](O)[C@H](OC)[C@@H](CO)O2)C=2N=C(NC(C12)=O)N